3-bromo-1-(3-chloropyridin-2-yl)-N-(2-bromo-4-chloro-6-(diethylcarbamoyl)phenyl)-N-ethyl-1H-pyrazole-5-carboxamide BrC1=NN(C(=C1)C(=O)N(CC)C1=C(C=C(C=C1C(N(CC)CC)=O)Cl)Br)C1=NC=CC=C1Cl